C1(CCCC1)CCOC1(CC=C(C=C1)C=1OC=C(N1)CCC(=O)C1=C(C=CC=C1)OCC)OC 3-{2-[4-(2-cyclopentylethoxy)-4-methoxyphenyl]oxazol-4-yl}-1-(2-ethoxyphenyl)propan-1-one